(4-((2-morpholinoethyl)amino)-2-(piperidin-1-yl)phenyl)-5-(1H-pyrazol-4-yl)furan-2-carboxamide O1CCN(CC1)CCNC1=CC(=C(C=C1)C1=C(OC(=C1)C=1C=NNC1)C(=O)N)N1CCCCC1